CN1C(=NC=C1)C(=O)ON=CC1=CC(=CC(=C1)F)F 3,5-Difluorobenzaldehyde-O-(1-methyl-1H-imidazole-2-carbonyl) oxime